CC(CCS(=O)(=N)CC[C@@H](C(NC=1C=NC=CC1)=O)NC(OC(C)(C)C)=O)(C)C tert-butyl ((2S)-4-(3,3-dimethylbutylsulfonimidoyl)-1-oxo-1-(pyridin-3-ylamino)butan-2-yl)carbamate